imidazolinyl-europium N1(C=NCC1)[Eu]